C(C)(C)(C)OC(=O)NCC#CC1=C(SC=C1)C(=O)OC methyl 3-(3-((tert-butoxycarbonyl) amino)-1-propynyl)-2-thiophenecarboxylate